C(CCCCCCCCCCCCCCCCCCC)(=O)OCCCCCCCCCCCCCCCC hexadecane-1-yl arachidate